oxazolidin-4-one O1CNC(C1)=O